trans-1-[5-(3-Hydroxy-5,7-dihydro-4H-[1,2]oxazolo[5,4-c]pyridin-6-carbonyl)-3a-methoxy-3,4,6,6a-tetrahydro-1H-pyrrolo[3,4-c]pyrrol-2-yl]-3-[4-(trifluoromethoxy)phenyl]propan-1-on OC1=NOC=2CN(CCC21)C(=O)N2C[C@H]1[C@](C2)(CN(C1)C(CCC1=CC=C(C=C1)OC(F)(F)F)=O)OC